COC(=O)[C@@H]1CC[C@H](CC1)NC1=NC=C(C(=N1)C1=CC(=CC=C1)N1C(C=CC(=C1)C)=O)F trans-methyl-4-((5-fluoro-4-(3-(5-methyl-2-oxopyridin-1(2H)-yl)phenyl)pyrimidin-2-yl)amino)cyclohexane-1-carboxylate